(1R,5S)-5-(dimethylphenylsilyl)-2-hydroxymethyl-2-cyclopentene-1-carboxylic acid C[Si]([C@H]1CC=C([C@@H]1C(=O)O)CO)(C1=CC=CC=C1)C